N1=NC=NC=C1C#N 1,2,4-TRIAZINE-6-CARBONITRILE